C(C)(C)(C)OC(=O)NCCC(=O)OCC1=CC(=CC=C1)C=1N(C=C(N1)C1=C(C=C(C=C1)NC(=O)OC)CC=C)COCC[Si](C)(C)C (S)-3-[4-(2-allyl-4-methoxycarbonylamino-phenyl)-1-(2-trimethylsilyl-ethoxymethyl)-1H-imidazol-2-yl]-benzyl 3-tert-butoxycarbonylamino-propionate